ClC1=CC=C2C(C(NC2=C1)=O)=CC(C(C)C)=O 6-chloro-3-(3-methyl-2-oxobutylidene)-1H-indol-2-one